5-(2-Hydroxyethyl)-amino-2-methyl-phenol OCCC=1C=C(C(=C(C1)O)C)N